C[SiH](O[Si](C)(C)C)C Pentamethyl-disiloxan